[Br].[Cl].CCCCCCCCCCCCCCCC Hexadecane Chlorine Bromine